[3-(3-fluoroanilino)-1-(2,2,2-trifluoroethyl)pyrazolo[4,3-c]pyridin-6-yl]-(1,4-oxazepan-4-yl)methanone FC=1C=C(NC2=NN(C3=C2C=NC(=C3)C(=O)N3CCOCCC3)CC(F)(F)F)C=CC1